N-[[(cyclopropylmethoxy)amino][6-(difluoromethoxy)-2,3-difluoro-phenyl]methylene]benzeneacetamide C1(CC1)CONC(=NC(CC1=CC=CC=C1)=O)C1=C(C(=CC=C1OC(F)F)F)F